CN1C(=CC2=CC=C(C=C12)OCCCCCCCCCCCCO)C1=CC=CC=C1 12-(1-methyl-2-phenylindol-6-yloxy)-dodecan-1-ol